FC(CN1N=CC=2C1=NC(=CN2)N2CCC1(CN(C1)C=1C=NC=C(C1)C(F)(F)F)CC2)F 7-[1-(2,2-difluoroethyl)-1H-pyrazolo[3,4-b]pyrazin-6-yl]-2-[5-(trifluoromethyl)pyridin-3-yl]-2,7-diazaspiro[3.5]nonane